tert-butyl 6-chloro-7-methyl-3,4-dihydro-1H-spiro[1,8-naphthyridine-2,3'-pyrrolidine]-1'-carboxylate ClC=1C=C2CCC3(CN(CC3)C(=O)OC(C)(C)C)NC2=NC1C